O[C@H]1[C@@H](O[C@@H]([C@H]([C@@H]1O)O)CO)OCCCC(=O)N1CC(NCC1)=O 4-(4-(((2R,3R,4S,5S,6R)-3,4,5-trihydroxy-6-(hydroxymethyl)tetrahydro-2H-pyran-2-yl)oxy)butanoyl)piperazin-2-one